(1S,4aS,5R,7aS)-5-hydroxy-8-oxo-1,4a,5,7a-tetrahydro-1,5-(epoxymethano)cyclopenta[c]pyran-3-carboxamide O[C@]12C=C[C@@H]3[C@@H](OC(=C[C@@H]31)C(=O)N)OC2=O